(S)-quinuclidin-3-yl ((R)-5-(4-(tert-butoxy)-2-chlorophenyl)-2,2-dimethyl-2,3-dihydro-1H-inden-1-yl)carbamate C(C)(C)(C)OC1=CC(=C(C=C1)C=1C=C2CC([C@H](C2=CC1)NC(O[C@@H]1CN2CCC1CC2)=O)(C)C)Cl